2,6-dimethoxypropyl-4-pyrone COC(CC=1OC(=CC(C1)=O)OC)C